N-(5-chloropyrimidin-2-yl)-2-[(2's,4r)-2'-fluoro-1-oxo-6-(trifluoromethyl)spiro[3H-isoquinoline-4,1'-cyclopropane]-2-yl]acetamide ClC=1C=NC(=NC1)NC(CN1C(C2=CC=C(C=C2[C@@]2([C@H](C2)F)C1)C(F)(F)F)=O)=O